N1=C(C=CC2=CC=CN=C12)CCC1CC(C1)OCC(C)=O 1-((1S,3R)-3-(2-(1,8-naphthyridin-2-yl)ethyl)cyclobutoxy)propan-2-one